(R)-8-(5-(3-chlorophenyl)pyrimidin-2-yl)-9-oxooctahydro-2H-pyrazino[1,2-a]pyrazine-2-carbonitrile ClC=1C=C(C=CC1)C=1C=NC(=NC1)N1C([C@@H]2N(CCN(C2)C#N)CC1)=O